bis(sec-butylamino)divinylsilane C(C)(CC)N[Si](C=C)(C=C)NC(C)CC